N[C@H]1C(N(C2=C(C(C1)(F)F)C=C(C(=C2)C=2OC(=NN2)N2CC(CC2)(F)F)F)CC2=CC=C(C=C2)N2N=C(N=C2)C(F)(F)F)=O (3R)-3-amino-8-[5-(3,3-difluoropyrrolidin-1-yl)-1,3,4-oxadiazol-2-yl]-5,5,7-trifluoro-1-[[4-[3-(trifluoromethyl)-1,2,4-triazol-1-yl]phenyl]methyl]-3,4-dihydro-1-benzazepin-2-one